FC(S(=O)(=O)N(S(=O)(=O)C(F)(F)F)C1=NC=C(C=C1)Cl)(F)F 2-[N,N-bis(trifluoro-methanesulfonyl)amino]-5-chloropyridine